N-(2-bromoethyl)-2,2,2-trifluoroacetamide C(CBr)NC(=O)C(F)(F)F